NC1=NC=CC(=C1)OC1=C(C=C(C=C1)NC(=O)C=1C=NN(C1C(F)(F)F)C1=CC=CC=C1)F N-(4-((2-aminopyridin-4-yl)oxy)-3-fluorophenyl)-1-phenyl-5-(trifluoromethyl)-1H-pyrazole-4-carboxamide